C(C)(C)(C)OC(=O)N[C@@H]1C[C@H](N(C1)C(=O)OCC1=CC=CC=C1)C(=O)OC 1-benzyl 2-methyl (2S,4R)-4-(tert-butoxycarbonylamino)pyrrolidine-1,2-dicarboxylate